3-((3-((E)-4-((4-hydroxy-4-methylpiperidin-1-yl)methyl)styryl)-1H-indazol-6-yl)methylene)-4-phenylpyrrolidin-2-one trifluoroacetate FC(C(=O)O)(F)F.OC1(CCN(CC1)CC1=CC=C(/C=C/C2=NNC3=CC(=CC=C23)C=C2C(NCC2C2=CC=CC=C2)=O)C=C1)C